N=1SN=C2C1C=CC(=C2)N2C[C@@H](CC2)NC2=NN=C(S2)NC([C@@H](C2=CC=CC=C2)OC)=O (R)-N-(5-(((R)-1-(benzo[c][1,2,5]thiadiazol-5-yl)pyrrolidin-3-yl)amino)-1,3,4-thiadiazol-2-yl)-2-methoxy-2-phenylacetamide